CC1=C(NC(=C1CCC(=O)OC)C)C=O 3,5-dimethyl-4-methoxycarbonylethylpyrrolecarboxaldehyde